pentadecane iodide [I-].CCCCCCCCCCCCCCC